tert-butyl 6-methyl-5-oxo-8-(4,4,5,5-tetramethyl-1,3,2-dioxaborolan-2-yl)-3,4,5,6-tetrahydro-2,6-naphthyridine-2(1H)-carboxylate CN1C(C=2CCN(CC2C(=C1)B1OC(C(O1)(C)C)(C)C)C(=O)OC(C)(C)C)=O